2-(2-phenylthiazol-4-yl)-N-(5-(1-(6-(2-(3-(trifluoromethoxy)phenyl)acetamido)pyridazin-3-yl)pyrrolidin-3-yl)-1,3,4-thiadiazol-2-yl)acetamide C1(=CC=CC=C1)C=1SC=C(N1)CC(=O)NC=1SC(=NN1)C1CN(CC1)C=1N=NC(=CC1)NC(CC1=CC(=CC=C1)OC(F)(F)F)=O